N-(4-(4-amino-1-(tetrahydro-2H-pyran-4-yl)-1H-pyrazolo[4,3-c]pyridin-3-yl)benzyl)-5-fluoro-2-methoxybenzamide NC1=NC=CC2=C1C(=NN2C2CCOCC2)C2=CC=C(CNC(C1=C(C=CC(=C1)F)OC)=O)C=C2